2-chloropropene carbonate C(O)(O)=O.ClC(=C)C